C(C)(C)(C)\[N+](=C/C1=CC(=CC=C1)C=1C=NN(C1)C1=CC=C(C=C1)C(F)(F)F)\[O-] (E)-N-tert-butyl-1-(3-(1-(4-(trifluoromethyl)phenyl)-1H-pyrazol-4-yl)phenyl)methanimine oxide